C(C)(=O)O.C(C)(=O)O.C(C=CC)(=O)N 2-butenamide diacetate